ClCC1=CC=C2CN(C(NC2=C1)=O)CC 7-(chloromethyl)-3-ethyl-3,4-dihydroquinazolin-2(1H)-one